COCCN1C(N(C2=C1C=CC=C2)C2=NC(=NS2)C)=O 1-(2-methoxyethyl)-3-(3-methyl-1,2,4-thiadiazol-5-yl)benzimidazol-2-one